The molecule is an ammonium ion resulting from the protonation of the nitrogen of propafenone. It is a conjugate acid of a propafenone. CCC[NH2+]CC(COC1=CC=CC=C1C(=O)CCC2=CC=CC=C2)O